1-((1s,4s)-4-(hydroxymethyl)cyclohexyl)-6-(quinolin-5-yl)-1H-imidazo[4,5-b]pyrazin OCC1CCC(CC1)N1C=NC=2C1=NC(=CN2)C2=C1C=CC=NC1=CC=C2